ClC1=C(CC(C(=O)N)(C)C)C=CC(=C1C#N)F (2-chloro-3-cyano-4-fluorobenzyl)isobutyramide